2-(6-(1,1-difluoroethyl)pyridin-3-yl)acetic acid FC(C)(F)C1=CC=C(C=N1)CC(=O)O